2-chloro-9,10-bis(isopropoxy)anthracene ClC1=CC2=C(C3=CC=CC=C3C(=C2C=C1)OC(C)C)OC(C)C